1,3-di(2-cyanoethoxy)propane C(#N)CCOCCCOCCC#N